diisopropylpropane C(C)(C)C(C)(C)C(C)C